ethyl 4-cyano-1,2-dihydroxy-indane-2-carboxylate C(#N)C1=C2CC(C(C2=CC=C1)O)(C(=O)OCC)O